(S)-2-Hydroxy-N-(3-nitrophenethyl)propionamide O[C@H](C(=O)NCCC1=CC(=CC=C1)[N+](=O)[O-])C